CP(OCCC=C)(OC(C#C)(C)C)=O (3-butenyl) (1,1-dimethyl-2-propynyl) methylphosphonate